FC=1C=C2C(=NNC2=CC1F)C1=CC=C(C(=N1)C(C)C)N 6-(5,6-difluoro-1H-indazol-3-yl)-2-isopropylpyridin-3-amine